1-(3-amino-4-isopropoxyphenyl)-2-(1H-imidazol-1-yl)ethan-1-one NC=1C=C(C=CC1OC(C)C)C(CN1C=NC=C1)=O